C1(CCCCC1)C[C@H](C)NC=1SC(=C(N1)C)C1(C(C=CC=C1)S(=O)(=O)N)OC 2-[[(1S)-2-cyclohexyl-1-methyl-ethyl]amino-4-methyl-thiazol-5-yl]-2-methoxy-benzenesulfonamide